α-chlorostyrene ClC(=C)C1=CC=CC=C1